1,10-bis(N,N'-dibenzylthiocarbamoyl-dithio)decane C(C1=CC=CC=C1)N(C(=S)SSCCCCCCCCCCSSC(N(CC1=CC=CC=C1)CC1=CC=CC=C1)=S)CC1=CC=CC=C1